OC=1C=C(C=CC1)NC=1N=CC2=C(N1)N(C(C=C2C#C[Si](C(C)C)(C(C)C)C(C)C)=O)CCCO 2-((3-hydroxyphenyl)amino)-8-(3-hydroxypropyl)-5-((triisopropylsilyl)ethynyl)pyrido[2,3-d]pyrimidin-7(8H)-one